FC(C(C)[Si](OC)(OC)C)(F)F 1,1,1-trifluoropropyl-methyldimethoxysilane